(2R,4S)-1-([1,3]dioxolo[4,5-c]pyridin-4-ylmethyl)-4-fluoro-N-(4-(pyridin-3-yl)phenyl)pyrrolidine-2-carboxamide O1COC=2C(=NC=CC21)CN2[C@H](C[C@@H](C2)F)C(=O)NC2=CC=C(C=C2)C=2C=NC=CC2